Ethyl (5-(4-fluoro-2-methoxy-5-((4-oxo-3,4-dihydrophthalazin-1-yl)methyl)phenyl)-1H-benzoimidazol-2-yl)carbamate FC1=CC(=C(C=C1CC1=NNC(C2=CC=CC=C12)=O)C1=CC2=C(NC(=N2)NC(OCC)=O)C=C1)OC